(2S,3R,1'R)-2,3-Dihydro-3,5-dimethyl-2-ethyl-6-(1-methyl-2-oxobutyl)-4H-pyran-4-on C[C@@H]1[C@@H](OC(=C(C1=O)C)C(C(CC)=O)C)CC